2-butyl-1-octyl mercaptan C(CCC)C(CS)CCCCCC